2-(3-(2-(2-((2-(2,6-dioxopiperidin-3-yl)-1,3-dioxoisoindolin-4-yl)amino)ethoxy)ethoxy)phenyl)-N-(5-methyl-4-(1-(4-methylnicotinoyl)indolin-5-yl)thiazol-2-yl)acetamide O=C1NC(CCC1N1C(C2=CC=CC(=C2C1=O)NCCOCCOC=1C=C(C=CC1)CC(=O)NC=1SC(=C(N1)C=1C=C2CCN(C2=CC1)C(C1=CN=CC=C1C)=O)C)=O)=O